4-Aminobutylmethyl-diethoxysilan NCCCC[Si](OCC)(OCC)C